C(CCC)[Zr](CC)(CCCC)CCCC Tri-n-butyl-ethyl-zirconium